C1C(CCC2CCCCC12)=O deca-hydro-2-naphthon